COC1=C(C=CC(=C1)OC)C1=C(C=2NC3=CC=CC=C3C2C=C1)C1=C(C=C(C=C1)OC)OC bis-(2,4-dimethoxyphenyl)carbazole